6-(3-chlorophenyl)-2-ethylpyrimidin-4(3H)-one ClC=1C=C(C=CC1)C1=CC(NC(=N1)CC)=O